5-((1-(2,6-dimethoxy-4-(1,4,5-trimethyl-6-oxo-1,6-dihydropyridin-3-yl)benzyl)piperidin-4-yl)oxy)-1-methyl-1,2,3,4-tetrahydroisoquinoline COC1=C(CN2CCC(CC2)OC2=C3CCNC(C3=CC=C2)C)C(=CC(=C1)C1=CN(C(C(=C1C)C)=O)C)OC